C12CCCC(CC1)N2C2=C(C=C(C=C2F)NC(=O)C=2N=C(OC2CC(F)(F)F)N2CC(C2)(C)OC)C#N N-(4-(8-azabicyclo[3.2.1]octan-8-yl)-3-cyano-5-fluorophenyl)-2-(3-methoxy-3-methylazetidin-1-yl)-5-(2,2,2-trifluoroethyl)oxazole-4-carboxamide